C(C)(C)(C)OC(N(CC1CC(C1)(C)OC(=O)OC(C)(C)C)C1=CC(=NC=2N1N=CC2Br)OC=2C=NC=CC2)=O tert-butyl(3-bromo-5-(pyridin-3-yloxy)pyrazolo[1,5-a]pyrimidin-7-yl)(((1s,3s)-3-((tert-butoxycarbonyl)oxy)-3-methylcyclobutyl)methyl)carbamate